COC1=C(C=CC(=C1)N)N(C)C 2-methoxy-N1,N1-dimethylbenzene-1,4-diamine